[Si](C)(C)(C(C)(C)C)OC[C@H]1N(C[C@@H](C1)OCCOCCOC1OCCCC1)C(=O)OC(C)(C)C tert-butyl (2S,4R)-2-(((tert-butyldimethylsilyl)oxy)methyl)-4-(2-(2-((tetrahydro-2H-pyran-2-yl)oxy)ethoxy)ethoxy)pyrrolidine-1-carboxylate